OCC(C(C)=O)CCCCCC 3-(hydroxymethyl)nonanone